Manganese ferrous phosphate P(=O)([O-])([O-])[O-].[Fe+2].[Mn+]